CC=1N(C(=CC1)C)C1=CC=C(C=C1)N 2,5-dimethyl-1-(4-aminophenyl)-1H-pyrrole